C(CCC)C(C(=O)OCC)(C(=O)OCC)CCCC diethyl 2,2-dibutylmalonate